titanium tosylate S(=O)(=O)([O-])C1=CC=C(C)C=C1.[Ti+4].S(=O)(=O)([O-])C1=CC=C(C)C=C1.S(=O)(=O)([O-])C1=CC=C(C)C=C1.S(=O)(=O)([O-])C1=CC=C(C)C=C1